(E)-1-methoxy-8-(3-methoxystyryl)-1,2-dihydrothiazolo[3,2-a]quinoline COC1CSC2N1C1=CC(=CC=C1C=C2)\C=C\C2=CC(=CC=C2)OC